2-[6-(4-bromoindazol-2-yl)hexyl]isoindoline-1,3-dione BrC=1C2=CN(N=C2C=CC1)CCCCCCN1C(C2=CC=CC=C2C1=O)=O